1-aminocyclopropane-1-carbonyl chloride NC1(CC1)C(=O)Cl